O=CCNC(=O)[C@@H]1C[C@@H](C[C@@H](C1)NC=1C2=C(N=CN1)SC(=C2)CC(F)(F)F)NC(OCC2=CC=CC=C2)=O benzyl [(1S,3S,5R)-3-[(2-oxoethyl)carbamoyl]-5-{[6-(2,2,2-trifluoroethyl)thieno[2,3-d]pyrimidin-4-yl]amino}cyclohexyl]carbamate